(Z,Z,Z,E)-3,6,9,11-Nonadecatetraene CC\C=C/C\C=C/C\C=C/C=C/CCCCCCC